N-Methyl-3-(1-methylimidazol-4-yl)-4-[[(1S)-tetralin-1-yl]amino]benzenesulfonamide CNS(=O)(=O)C1=CC(=C(C=C1)N[C@H]1CCCC2=CC=CC=C12)C=1N=CN(C1)C